methyl (2S)-2-amino-6-(tert-butoxycarbonylamino)hexanoate N[C@H](C(=O)OC)CCCCNC(=O)OC(C)(C)C